methyl (2S)-2-[[(2S,4R)-1-(4-methoxy-1H-indole-2-carbonyl)-4-(trifluoromethyl)pyrrolidine-2-carbonyl] amino]-3-[(3S)-2-oxopyrrolidin-3-yl]propanoate COC1=C2C=C(NC2=CC=C1)C(=O)N1[C@@H](C[C@H](C1)C(F)(F)F)C(=O)N[C@H](C(=O)OC)C[C@H]1C(NCC1)=O